2-(4-chlorobenzyl)-5-(3,5-difluorobenzyl)-1-(2-(methylamino)ethyl)-1,2,4,5,6,7-hexahydro-3H-pyrazolo[4,3-c]pyridin-3-one ClC1=CC=C(CN2N(C3=C(CN(CC3)CC3=CC(=CC(=C3)F)F)C2=O)CCNC)C=C1